CC1=C(C(=C(S1)NC(CN1C(CCC2=CC=CC=C12)=O)=O)C(=O)OCCC1CCN(CC1)C)Cl 2-(1-methyl-4-piperidinyl)ethanol methyl-4-chloro-2-(2-(2-oxo-3,4-dihydroquinolin-1(2H)-yl)acetamido)thiophene-3-carboxylate